BrC1=CC(=NC=C1)CCl 4-bromopicolinyl chloride